C(CCCCCCC)OC(C)=O octylacetat